C(C)O[SiH2]C(CC[SiH2]OCC)N1CNCN(C1)[SiH2]OCC Hexahydro-1,3,5-tri-ethoxysilylpropyl-1,3,5-triazine